[3-(HEPTYLOXY)PHENYL]BORANEDIOL C(CCCCCC)OC=1C=C(C=CC1)B(O)O